C(C)(C)(C)C1=CC=C(C=C1)C1(CC2C(CN(C2)C(=O)NC2=CC=C(C(=O)OC)C=C2)C1)O methyl 4-({[5-(4-tert-butylphenyl)-5-hydroxy-octahydrocyclopenta[c]pyrrol-2-yl]carbonyl} amino)benzoate